2-(4-bromophenyl)-1,1-diphenylethene BrC1=CC=C(C=C1)C=C(C1=CC=CC=C1)C1=CC=CC=C1